CC(CC(C(=O)O)(C(=O)O)CC(=C)C(=O)OCC)=C 2-(2-methylallyl)-2-(2-ethoxycarbonylallyl)malonic acid